NC1=C2C(=NC=N1)N(N=C2C2=CC=C(C=C2)OC2=CC=CC=C2)C2CCN(CC2)CC=2C(=NC=NC2)C2C(NC(CC2)=O)=O 3-(5-((4-(4-amino-3-(4-phenoxyphenyl)-1H-pyrazolo[3,4-d]pyrimidin-1-yl)piperidin-1-yl)methyl)pyrimidin-4-yl)piperidine-2,6-dione